CC=1C=C(C=CC1)NC(C(=O)N[C@H](C(=O)N[C@@H](CCC(=O)O)C(COC1=C(C(=CC(=C1F)F)F)F)=O)C)=O (S)-4-((S)-2-(2-((3-methylphenyl)amino)-2-oxoacetamido)propanamido)-5-oxo-6-(2,3,5,6-tetrafluorophenoxy)hexanoic acid